OCCCCN1C(=NC(=C1)NC(CCNC(=O)C=1N(C=C(C1)NC(=O)C=1N(C=CN1)C)C)=O)C(=O)NC=1C=C(N(C1)C)C(=O)O 4-[1-(4-hydroxybutyl)-4-(3-{[1-methyl-4-(1-methylimidazole-2-amido)pyrrol-2-yl]formamido}propanamido)imidazole-2-amido]-1-methylpyrrole-2-carboxylic acid